C(C(O)CO)(=O)[O-].[Zn+] Zinc Monoglycerate